6-Mercaptohexanol SCCCCCCO